C(#C)C1(CC(CCC1)(C)C)O 1-ethynyl-3,3-dimethylcyclohexan-1-ol